ClC1=C(NC2CC2)C=CC(=C1)C(=O)[C@@H]1[C@H](C1)C=1N=NNN1 2-chloro-N-cyclopropyl-4-{[(1S,2S)-2-(2H-1,2,3,4-tetrazol-5-yl)cyclopropyl]carbonyl}aniline